(3S,5R)-5-(3-amino-5-fluoropiperidin-1-yl)-9-(5-(difluoromethyl)-1,3,4-thiadiazol-2-yl)-N-(1-methylcyclopropyl)-9H-benzo[d]imidazo[1,2-a]imidazole-7-sulfonamide N[C@@H]1CN(C[C@@H](C1)F)C1=CC(=CC=2N(C=3N(C21)C=CN3)C=3SC(=NN3)C(F)F)S(=O)(=O)NC3(CC3)C